3-[4-[1-[8-[3-[2-[3-(4-amino-1-tert-butyl-pyrazolo[3,4-d]pyrimidin-3-yl)-5-cyclopropyl-isoxazol-4-yl]pyrimidin-5-yl]azetidin-1-yl]-8-oxo-octyl]-4-piperidyl]phenoxy]piperidine-2,6-dione NC1=C2C(=NC=N1)N(N=C2C2=NOC(=C2C2=NC=C(C=N2)C2CN(C2)C(CCCCCCCN2CCC(CC2)C2=CC=C(OC1C(NC(CC1)=O)=O)C=C2)=O)C2CC2)C(C)(C)C